COC1=C(C=CC=C1)N1[C@@H](CCC1=O)C(C(C#N)=P(CCCC)(CCCC)CCCC)=O 3-[(2S)-1-(2-methoxyphenyl)-5-oxopyrrolidin-2-yl]-3-oxo-2-(tributyl-λ5-phosphanylidene)propanenitrile